N(N)C(=O)CCN1C(=O)N(C(=O)C1C(C)C)CCC(=O)NN 1,3-bis(2-hydrazinocarbonylethyl)-5-isopropylhydantoin